C(C1=CC=CC=C1)O[C@@H](CCOCCCN1N=CC(=C1)Br)C 1-[3-[(3R)-3-benzyloxybutoxy]propyl]-4-bromo-pyrazole